[Pt].[Ru].[Ni].C1(CC2C(CC1)O2)CC[Si](OC)(OC)C 2-(3,4-epoxycyclohexyl)ethyl-(methyl)dimethoxysilane nickel-ruthenium-platinum